(R)-N-(2-((3-(dimethylamino)pyrrolidin-1-yl)methyl)-6-(trifluoromethyl)pyridin-4-yl)indoline-6-carboxamide CN([C@H]1CN(CC1)CC1=NC(=CC(=C1)NC(=O)C1=CC=C2CCNC2=C1)C(F)(F)F)C